C12(CC3CC(CC(C1)C3)C2)NCCCCCCCNC2=C3CN(C(C3=CC=C2)=O)C2C(NC(CC2)=O)=O 3-(4-((7-((adamantan-1-yl)amino)heptyl)amino)-1-oxoisoindolin-2-yl)piperidine-2,6-dione